BrC1=CC2=C(C=3N(CCC2NC=2C=CC=C4C=CC=NC24)N=NC3C)C=C1 9-bromo-1-methyl-N-(quinolin-8-yl)-6,7-dihydro-5H-benzo[c][1,2,3]triazolo[1,5-a]azepin-7-amine